(R)-3-(2,6-difluoro-4-(1,4-dioxa-8-azaspiro[4.5]decan-8-yl)phenyl)piperidine-2,6-dione FC1=C(C(=CC(=C1)N1CCC2(OCCO2)CC1)F)[C@@H]1C(NC(CC1)=O)=O